ClC1=CC=C(S1)CNC1=CC(=NN1)C1CCN(CC1)CC(=O)N1CCOCC1 2-[4-(5-{[(5-chlorothiophen-2-yl)methyl]amino}-1H-pyrazol-3-yl)piperidin-1-yl]-1-(morpholin-4-yl)ethan-1-one